2,2'-methylene-bis-(6-nonyl-4-methylphenol) C(C1=C(C(=CC(=C1)C)CCCCCCCCC)O)C1=C(C(=CC(=C1)C)CCCCCCCCC)O